CC(CCC=O)CC(CCCCC)C syn-4,6-Dimethylundecanal